tert-Butyl (S)-3-((4'-fluoro-5-(methoxycarbonyl)-[1,1'-biphenyl]-2-yl)oxy)pyrrolidine-1-carboxylate FC1=CC=C(C=C1)C1=C(C=CC(=C1)C(=O)OC)O[C@@H]1CN(CC1)C(=O)OC(C)(C)C